4-[5-(aminomethyl)pyrimidin-2-yl]-3-(6-cyclopropylpyridazin-4-yl)oxybenzonitrile NCC=1C=NC(=NC1)C1=C(C=C(C#N)C=C1)OC1=CN=NC(=C1)C1CC1